NCC1C([C@H](N(C1)C(=O)OC(C)(C)C)C(=O)OC)CCCB1OC(C(O1)(C)C)(C)C 1-(tert-butyl) 2-methyl (2S)-4-(aminomethyl)-3-(3-(4,4,5,5-tetramethyl-1,3,2-dioxaborolan-2-yl)propyl)pyrrolidine-1,2-dicarboxylate